N-(5-(1-ethyl-1H-pyrazol-3-yl)-4-((3-(methoxymethyl)-5-(methylsulfonyl)phenyl)amino)pyridin-2-yl)acetamide C(C)N1N=C(C=C1)C=1C(=CC(=NC1)NC(C)=O)NC1=CC(=CC(=C1)S(=O)(=O)C)COC